6-((2-((4-(2,4-dichlorophenyl)-5-(5-methyl-1H-imidazol-2-yl)pyrimidin-2-yl)amino)ethyl)amino)nicotinonitrile ClC1=C(C=CC(=C1)Cl)C1=NC(=NC=C1C=1NC(=CN1)C)NCCNC1=NC=C(C#N)C=C1